Tetraphenyl-Phosphonium tert-butyl-7-methoxy-5-azaspiro[2.5]oct-7-ene-5-carboxylate C(C)(C)(C)OC(=O)N1CC2(CC2)C=C(C1)OC.C1(=CC=CC=C1)[P+](C1=CC=CC=C1)(C1=CC=CC=C1)C1=CC=CC=C1